2-(4-chlorophenyl)-4-(3-pyrrylmethyl)-thieno[2,3-d]pyridazine ClC1=CC=C(C=C1)C1=CC=2C(=CN=NC2CC2=CNC=C2)S1